OC=1C(=C(C(=O)OCC)C=CC1)N ethyl 3-hydroxy-2-aminobenzoate